(R)-6-((6,6-Dimethylpiperidin-3-yl)amino)-3-(2-methoxy-4-(trifluoromethyl)phenyl)-4-methyl-1,2,4-triazin-5(4H)-one CC1(CC[C@H](CN1)NC=1C(N(C(=NN1)C1=C(C=C(C=C1)C(F)(F)F)OC)C)=O)C